2-ethylhexylacetate C(C)C(COC(C)=O)CCCC